(2-ethyl-6-methoxy-2H-indazol-3-yl)(4-hydroxyphenyl)methanone ethyl-5,6,7,8-tetrahydro-4H-cyclohepta[b]thiophene-3-carboxylate C(C)OC(=O)C=1C2=C(SC1)CCCCC2.C(C)N2N=C1C=C(C=CC1=C2C(=O)C2=CC=C(C=C2)O)OC